[N+](=O)([O-])C1=CC=C(OC2=C(C=CC(=C2)O)C2=CC=CC=C2)C=C1 2-(4-nitrophenoxy)-[1,1'-biphenyl]-4-ol